C1(CC1)C(C1CC1)NCC1=CC=C(O1)CSC1=C2CN(C(C2=CC=C1)=O)C1C(NC(CC1)=O)=O 3-(4-(((5-(((dicyclopropylmethyl)amino)methyl)furan-2-yl)methyl)thio)-1-oxoisoindolin-2-yl)piperidine-2,6-dione